C12CNCC(COC1)N2C(=O)O 3,9-diaza-7-oxabicyclo[3.3.1]nonane-9-carboxylic acid